BrC=1C=C(C=CC1)C=1C=CC2=C(CCO2)C1 5-(3-bromophenyl)-1,3-dihydro-2H-benzofuran